C1(CC1)[C@H](C(C)(C)O)N1C(C2=C(C=CC=C2C1)OCC1=C2C(=NC=C1)CCC2)=O (R)-2-(1-cyclopropyl-2-hydroxy-2-methylpropyl)-7-((6,7-dihydro-5H-cyclopenta[b]pyridin-4-yl)methoxy)isoindolin-1-one